2,2-di-methoxy-2-phenylacetophenone COC(C(=O)C1=CC=CC=C1)(C1=CC=CC=C1)OC